ClC=1C(=NC=CC1C1=NC(=C(C=C1)CN(C(OC(C)(C)C)=O)C[C@H]1NC(CC1)=O)OC)C1=C(C(=CC=C1)NC(C1=NC=C(C=C1)CN1C[C@H](CC1)O)=O)C tert-butyl ((3'-chloro-2'-(3-(5-(((S)-3-hydroxypyrrolidin-1-yl)methyl)picolinamido)-2-methylphenyl)-6-methoxy-[2,4'-bipyridin]-5-yl)methyl)(((S)-5-oxopyrrolidin-2-yl)methyl)carbamate